[Cl-].C(CCCCCCCCCCCCCCC)(=O)C([NH+](C)CC)C(CCCCCCCCCCCCCCC)=O dipalmitoyl-ethyldimethyl-ammonium chloride